6-(1-hydroxyethyl)pyridine OC(C)C1=CC=CC=N1